2-[4,6-bis(2,4-dimethylphenyl)-1,3,5-triazin-2-yl]-5-(n-octyloxy)-phenol CC1=C(C=CC(=C1)C)C1=NC(=NC(=N1)C1=C(C=C(C=C1)C)C)C1=C(C=C(C=C1)OCCCCCCCC)O